COC(C1=CC=C(C=C1)\C=C\C=1C=NN(C(C1Cl)=O)C(C)(C)C)=O (E)-4-(2-(1-(tert-butyl)-5-chloro-6-oxo-1,6-dihydropyridazin-4-yl)vinyl)benzoic acid methyl ester